(2-fluoro-5-methoxyphenyl)(1-methyl-4,10-dihydrobenzo[b]pyrazolo[3,4-e][1,4]diazepin-5(1H)-yl)methanone FC1=C(C=C(C=C1)OC)C(=O)N1C2=C(NC3=C(C1)C=NN3C)C=CC=C2